6-(4-cyclopropyl-6-methoxypyrimidin-5-yl)-3-(4-(5-methyl-3-(trifluoromethyl)-1H-pyrazol-1-yl)benzyl)-[1,2,4]triazolo[4,3-a]pyrazine C1(CC1)C1=NC=NC(=C1C=1N=CC=2N(C1)C(=NN2)CC2=CC=C(C=C2)N2N=C(C=C2C)C(F)(F)F)OC